2-chloro-4-trifluoromethyl-aniline methyl-(S,Z)-5-(benzyloxy)-4-((diphenylmethylene)amino)pent-2-enoate COC(\C=C/[C@@H](COCC1=CC=CC=C1)N=C(C1=CC=CC=C1)C1=CC=CC=C1)=O.ClC1=C(N)C=CC(=C1)C(F)(F)F